C(C)(C)(C)OC(=O)N1C[C@H](OC2=C(C1)C=1CCCCC1C=C2)CC (R)-4-ethyl-3,4,8,9,10,11-hexahydronaphtho[1,2-f][1,4]oxazepin-2(1H)-carboxylic acid tert-butyl ester